N1=C(C=CC=C1)C(CC)O (pyridin-2-yl)propan-1-ol